CC12CC3(CC(CC(C1)(C3)C)(C2)O)O 5,7-DIMETHYLADAMANTANE-1,3-diol